BrC=1C=C(C=C(C1Cl)I)N(C1=CC=C(C=C1)C1=CC=CC=C1)C1=CC=CC=C1 N-(3-bromo-4-chloro-5-iodophenyl)-N-phenyl-[1,1'-biphenyl]-4-amine